3-((4-Carbamoyl-2,6-dimethoxyphenoxy)methyl)-4-chlorobenzo[b]thiophene-2-carboxylic acid C(N)(=O)C1=CC(=C(OCC=2C3=C(SC2C(=O)O)C=CC=C3Cl)C(=C1)OC)OC